ClC=1C(=NC(=NC1)NC=1C(=NN(C1)C1CC2CCC(C1)N2C)C)NCCCN2C(CCC2)=O 1-(3-((5-chloro-2-((3-methyl-1-(8-methyl-8-azabicyclo[3.2.1]octan-3-yl)-1H-pyrazol-4-yl)amino)pyrimidin-4-yl)amino)propyl)pyrrolidin-2-one